FC1(C[C@@H](CCC1)NC(=O)C=1C=CC2=C(C=3N(CCO2)C=NC3)C1)F (R)-N-(3,3-Difluorocyclohexyl)-5,6-dihydrobenzo[f]imidazo[1,5-d][1,4]oxazepine-10-carboxamide